N[C@@H](C)C(=O)OC(CCCCCCCCCCC)=O lauroyl alaninate